[3-fluoro-4-[1-methyl-4-(trifluoromethyl)imidazol-2-yl]phenyl]methanamine FC=1C=C(C=CC1C=1N(C=C(N1)C(F)(F)F)C)CN